methyl 3-(1-(1-((5-phenylpyridin-2-yl)methyl)-1H-indole-7-carboxamido)cyclopropyl)bicyclo[1.1.1]pentane-1-carboxylate C1(=CC=CC=C1)C=1C=CC(=NC1)CN1C=CC2=CC=CC(=C12)C(=O)NC1(CC1)C12CC(C1)(C2)C(=O)OC